C(C)OC(CC1=CC(=CC=C1)C=1C(NC2=CC(=C(C=C2C1)C1=CC=C(C=C1)F)Cl)=O)=O 2-(3-(7-chloro-6-(4-fluorophenyl)-2-oxo-1,2-dihydroquinolin-3-yl)phenyl)acetic acid ethyl ester